CC1(C(NC(N1)=O)=O)C.[Cl] chlorine dimethyl-hydantoin